C[C@@H]1N(CCC1)C1=C(CN2CCN(CC2)C(=O)N2N=C(C=C2)C(=O)O)C=CC(=C1)C(F)(F)F (S)-1-(4-(2-(2-methylpyrrolidin-1-yl)-4-(trifluoromethyl)benzyl)piperazine-1-carbonyl)-1H-pyrazole-3-carboxylic acid